C(C)(C)(C)OC(=O)N1C=C(C2=CC=CC=C12)B(O)O (1-(tert-butoxycarbonyl)-1h-indol-3-yl)boronic acid